8,14-dioxa-10,19,20,23-tetraazatetracyclo[13.5.2.12,6.018,21]tricosa-1(20),2,4,6(23),15,17,21-heptaen-9-one C=12C3=CC=CC(COC(NCCCOC4=CC=C(NN1)C2=C4)=O)=N3